OCC1OCCC1O (hydroxymethyl)tetrahydrofuran-3-ol